2-(phenylthio)acetyl chloride C1(=CC=CC=C1)SCC(=O)Cl